2-[4-(2-Methyl-1,3-benzoxazole-6-carbonyl)piperazin-1-yl]-3H-quinazolin-4-one CC=1OC2=C(N1)C=CC(=C2)C(=O)N2CCN(CC2)C2=NC1=CC=CC=C1C(N2)=O